methyl (1S,3aR,4S,7R,7aS)-2-(N-(tert-butoxycarbonyl)-O-(difluoromethyl)-L-threonyl)-2,3,3a,4,7,7a-hexahydro-1H-4,7-methanoisoindole-1-carboxylate C(C)(C)(C)OC(=O)N[C@@H]([C@H](OC(F)F)C)C(=O)N1[C@@H]([C@H]2[C@H]3C=C[C@@H]([C@H]2C1)C3)C(=O)OC